1-((3S,4R)-4-(3,4-difluorophenyl)-1-(2-methoxyethyl)pyrrolidin-3-yl)-3-(3-methoxy-1-phenyl-4-(trifluoromethyl)-1H-pyrazol-5-yl)urea FC=1C=C(C=CC1F)[C@H]1[C@@H](CN(C1)CCOC)NC(=O)NC1=C(C(=NN1C1=CC=CC=C1)OC)C(F)(F)F